2-(morpholinomethyl)-4-(trifluoromethyl)aniline O1CCN(CC1)CC1=C(N)C=CC(=C1)C(F)(F)F